CC(C)(C)C=1C=C(C=C(C1O)C(C)(C)C)/C=C(/C(N)=S)\C#N (2E)-3-[3,5-Bis(1,1-dimethylethyl)-4-hydroxyphenyl]-2-cyano-2-propenethioamide